2-Hydroxy-6-((trimethylsilyl)ethynyl)-1-naphthaldehyde OC1=C(C2=CC=C(C=C2C=C1)C#C[Si](C)(C)C)C=O